1-(3-chloro-2,4-difluorophenyl)-2-(4-(trifluoromethyl)cyclohexyl)ethane-1-amine hydrochloride Cl.ClC=1C(=C(C=CC1F)C(CC1CCC(CC1)C(F)(F)F)N)F